9,9'-(1-(4,4,5,5-tetramethyl-1,3,2-dioxaborolan-2-yl)dibenzo[b,d]furan-4,6-diyl)bis(9H-carbazole) CC1(OB(OC1(C)C)C1=CC=C(C=2OC3=C(C21)C=CC=C3N3C2=CC=CC=C2C=2C=CC=CC32)N3C2=CC=CC=C2C=2C=CC=CC32)C